C(#N)/C(/C(=O)[O-])=C\C1=CN(C2=NC=CC=C21)CC2=CC=NC=C2.[Na+] Sodium (E)-2-cyano-3-(1-(pyridin-4-ylmethyl)-1H-pyrrolo[2,3-b]pyridin-3-yl)acrylate